C(C)C1=NC=CC(=C1N1C(N=C(C2=C1N=C(C(=C2)F)C2=C(C=CC=C2O)F)N2[C@H](CNCC2)C)=O)C 1-(2-ethyl-4-methylpyridin-3-yl)-6-fluoro-7-(2-fluoro-6-hydroxyphenyl)-4-((S)-2-methylpiperazin-1-yl)pyrido[2,3-d]pyrimidin-2(1H)-one